C(C)C1=C(C=O)C=C(C=C1F)F 2-Ethyl-3,5-difluorobenzaldehyde